5-Amino-4-methoxypyrazolo[1,5-c]pyrimidine-3-carbonitrile NC1=C(C=2N(C=N1)N=CC2C#N)OC